tert-butyl-5-bromo-3-((2-morpholinoethyl) carbamoyl)-1H-indazole-1-carboxylate (tert-butyl-5-bromo-3-((2-morpholinoethyl) carbamoyl)-1H-indole-1-carboxylate) C(C)(C)(C)C=1N(C2=CC=C(C=C2C1C(NCCN1CCOCC1)=O)Br)C(=O)O.C(C)(C)(C)OC(=O)N1N=C(C2=CC(=CC=C12)Br)C(NCCN1CCOCC1)=O